(S)-2-amino-2-((1R,8S,9r)-bicyclo[6.1.0]non-4-yn-9-yl)acetic acid N[C@H](C(=O)O)C1[C@H]2CCC#CCC[C@@H]12